NC(C)N[C@@H](CS)C(=O)O 1-aminoethylcysteine